3-((3-(((4-(((adamantan-1-yl)amino)methyl)thiazol-2-yl)methyl)amino)phenyl)amino)piperidine-2,6-dione C12(CC3CC(CC(C1)C3)C2)NCC=2N=C(SC2)CNC=2C=C(C=CC2)NC2C(NC(CC2)=O)=O